C(C=C)N1C(N(C(C1)=O)CC=C)=O 1,3-di-2-propenyl-2,4-imidazolidinedione